ClC1=C(C=CC(=C1)N1CCN(CC1)C)NC1=NC=C(C(=N1)C=1SC=C(C1)S(=O)(=O)C)C(F)(F)F N-[2-chloro-4-(4-methylpiperazin-1-yl)phenyl]-4-(4-methylsulfonyl-2-thienyl)-5-(trifluoromethyl)pyrimidin-2-amine